(2-bromo-3-fluorophenyl)(methyl)sulfane BrC1=C(C=CC=C1F)SC